N,N-dimethyl-6-((9Z,12Z)-octadeca-9,12-dien-1-yl)tetracosa-4,15,18-trien-1-amine CN(CCCC=CC(CCCCCCCCC=CCC=CCCCCC)CCCCCCCC\C=C/C\C=C/CCCCC)C